C[C@@H]1CN(CCC1)CC=1NC=2C(N(C=C(C2C1)C#N)C1=NC(=CC(=C1)C1=C(C=C(C=C1)C#N)C=1N(C=CN1)C)C1CC1)=O 2-{[(S)-3-methyl-1-piperidyl]methyl}-6-{4-[4-cyano-2-(1-methyl-2-imidazolyl)phenyl]-6-cyclopropyl-2-pyridyl}-7-oxo-1,6-dihydro-1,6-diaza-4-indenecarbonitrile